C(C)(=O)NS(=O)(=O)N1CCC(CC1)(NC(=O)C=1N(C2=CC=C(C(=C2C1)Cl)Cl)C)C=1C=C(C(=O)O)C=CC1 (±)-3-[1-(acetylsulfamoyl)-4-[(4,5-dichloro-1-methyl-indole-2-carbonyl)amino]-4-piperidyl]benzoic acid